((3R)-4-amino-3-methyl-1,3-dihydrofuro[3,4-c]quinolin-8-yl)((3S)-3-(5-(trifluoromethyl)-2-pyridinyl)-4-morpholinyl)methanone NC1=NC=2C=CC(=CC2C2=C1[C@H](OC2)C)C(=O)N2[C@H](COCC2)C2=NC=C(C=C2)C(F)(F)F